4-((5-Chloro-4-((2-iodophenyl)amino)pyrimidin-2-yl)amino)-N-methoxybenzamide ClC=1C(=NC(=NC1)NC1=CC=C(C(=O)NOC)C=C1)NC1=C(C=CC=C1)I